FC1=C(C(=O)N=S(C2=CC=NC=C2)(=O)C)C=CC(=C1)C1=NOC(=N1)C(F)(F)F 2-fluoro-N-(methyl-(oxo)(pyridin-4-yl)-lambda6-sulfanylidene)-4-(5-(trifluoromethyl)-1,2,4-oxadiazol-3-yl)benzamide